O[C@@H]1C[C@@H]2N(C=3N=CC(=CC13)C(F)(F)F)CCNC2 (5R,6aS)-5-hydroxy-3-(trifluoromethyl)-5,6,6a,7,9,10-hexahydro-8H-pyrazino[1,2-a][1,8]naphthyridin